NC1=NC=2C=NC(=CC2C2=C1COC2)C(=O)N(C)[C@@H]2COCC1=C2C=CC(=C1)C#N 4-amino-N-((4S)-7-cyano-3,4-dihydro-1H-2-benzopyran-4-yl)-N-methyl-1,3-dihydrofuro[3,4-c][1,7]naphthyridine-8-carboxamide